O[C@@]1(CC[C@@H]2[C@H]3CC[C@@]4([C@H](CC[C@H]4[C@@H]3CC[C@@H]2C1)C(CN1N=NN(C1=O)CC#N)=O)C)C 2-(4-(2-((3R,5R,8R,9R,10S,13S,14S,17S)-3-hydroxy-3,13-dimethylhexadecahydro-1H-cyclopenta[a]phenanthren-17-yl)-2-oxoethyl)-5-oxo-4,5-dihydro-1H-tetrazol-1-yl)acetonitrile